FC=1C=NC2=CC=C(N=C2C1CCN1CCC(CC1)C(CC1=CC2=C(OCC(N2)=O)C=C1)NS(=O)C(C)(C)C)OC N-(1-(1-(2-(3-fluoro-6-methoxy-1,5-naphthyridin-4-yl)ethyl)piperidin-4-yl)-2-(3-oxo-3,4-dihydro-2H-benzo[b][1,4]oxazin-6-yl)ethyl)-2-methylpropane-2-sulfinamide